dimethyl (2-methylpropylidene)malonate CC(C=C(C(=O)OC)C(=O)OC)C